BrC1=C(C=C(C=C1)S(=N)(=O)C)F (4-bromo-3-fluorophenyl)(methyl)(oxo)-λ6-sulfanimine